2,3,4,6-tetra-O-benzoyl-beta-D-glucopyranosyl isothiocyanate C1=CC=C(C=C1)C(=O)OC[C@@H]2[C@H]([C@@H]([C@H]([C@@H](O2)N=C=S)OC(=O)C3=CC=CC=C3)OC(=O)C4=CC=CC=C4)OC(=O)C5=CC=CC=C5